2-[1-[(1-oxo-3,4-dihydro-2H-isoquinolin-6-yl)methyl]pyrazol-4-yl]-5-propyl-3H-imidazo[2,1-b]purin-4-one O=C1NCCC2=CC(=CC=C12)CN1N=CC(=C1)C1=NC=2N3C(N(C(C2N1)=O)CCC)=NC=C3